(S)-2-(pyridin-4-ylmethoxy)propionic acid N1=CC=C(C=C1)CO[C@H](C(=O)O)C